C(=O)(OC)[C@H](O)[C@@H](O)C(=O)OC dimethyl L-(+)-tartrate